C[C@H]1N(CC[C@@H](C1)NC1CCOCC1)C(=O)OC(C)(C)C tert-butyl (2R,4S)-2-methyl-4-((tetrahydro-2H-pyran-4-yl)amino)piperidine-1-carboxylate